methyl 3-chloro-6-((4-fluoro-2-methyl-phenyl)amino)-2-methylbenzoate ClC=1C(=C(C(=O)OC)C(=CC1)NC1=C(C=C(C=C1)F)C)C